Calcium-Strontium-Aluminium [Al].[Sr].[Ca]